NC1=C(CNC2CC(CCC2)S)C=C(C=C1)Br 3-(2-amino-5-bromo-benzylamino)-cyclohexanethiol